COC1=CC=C(C=C1)[C@H]1[C@@H](C(NC12CCCC2)=O)C(=O)O |r| (±)-trans-4-(4-methoxyphenyl)-2-oxo-1-azaspiro[4.4]nonane-3-carboxylic acid